2-(3,5-difluorophenyl)-2,2-difluoroethanol FC=1C=C(C=C(C1)F)C(CO)(F)F